N=1C=NN2C1C=C(C=C2)OC2=C(C=C(C=C2)NC2=NC=NN1C2=C(C=C1)C1CCN(CC1)C(C(F)Cl)=O)C 1-(4-(4-((4-([1,2,4]triazolo[1,5-a]pyridin-7-yloxy)-3-methylphenyl)amino)pyrrolo[2,1-f][1,2,4]triazin-5-yl)piperidin-1-yl)-2-chloro-2-fluoroethan-1-one